5-(1-cyclobutylpyrrolidin-2-yl)-3-(5-((3-fluorophenyl)ethynyl)pyridin-2-yl)-1,2,4-oxadiazole C1(CCC1)N1C(CCC1)C1=NC(=NO1)C1=NC=C(C=C1)C#CC1=CC(=CC=C1)F